C(N)(O[C@H](C(F)F)C(N)C(C)(C)C)=O Tert-butyl-(S)-(3-amino-1,1-difluoropropan-2-yl) carbamate